(R) or (S)-5-(2-hydroxypropan-2-yl)-N'-((3,5,6,7-tetrahydro-2H-indeno[5,6-b]furan-8-yl)carbamoyl)thiazole-2-sulfonimidamide OC(C)(C)C1=CN=C(S1)[S@@](=O)(N)=NC(NC1=C2CCCC2=CC2=C1OCC2)=O |o1:9|